C(OCCCC)(OC1=C(C(OC12CCCCC2)=O)C2=C(C=C(C=C2)Cl)Cl)=O butyl [2-(2,4-dichlorophenyl)-3-oxo-4-oxaspiro[4.5]dec-1-en-1-yl] carbonate